ClC1=C2C(=NC=C1C=1C(=C(C(=O)O)C=CC1)F)NCC21CC1 3-(4'-Chloro-1',2'-dihydrospiro[cyclopropane-1,3'-pyrrolo[2,3-b]pyridin]-5'-yl)-2-fluorobenzoic acid